3-allyloxypropyl-triethoxysilane C(C=C)OCCC[Si](OCC)(OCC)OCC